C(#N)CC1(COC1)COC1=C2C(=NC(=C1)C1=CNC3=CN=C(C=C31)NC(C)=O)C3(OCC2)COCC3 N-(3-(4'-((3-(cyanomethyl)oxetan-3-yl)methoxy)-4,5,5',6'-tetrahydro-2H-spiro[furan-3,8'-pyrano[3,4-b]pyridin]-2'-yl)-1H-pyrrolo[2,3-c]pyridin-5-yl)acetamide